FC=1C(=NC=NC1N(CC1=CC=C(C=C1)C(F)(F)F)CCF)NC[C@@H]1[C@H](CN(CC1)CC(=O)N)O ((3R,4R)-4-(((5-fluoro-6-((2-fluoroethyl)(4-(trifluoromethyl)benzyl)amino)pyrimidin-4-yl)amino)methyl)-3-hydroxypiperidin-1-yl)acetamide